C1(CC1)C=1N=C(N(N1)C)CNC(=O)[C@H]1N(C[C@@H](C1)O)C([C@H](C(C)(C)C)N1N=NC(=C1)C1CC1)=O (2S,4R)-N-[(5-cyclopropyl-2-methyl-1,2,4-triazol-3-yl)methyl]-1-[(2S)-2-(4-cyclopropyltriazol-1-yl)-3,3-dimethyl-butanoyl]-4-hydroxy-pyrrolidine-2-carboxamide